(R)-5-fluoro-N-(8,9-difluoro-6-oxo-1,4,5,6-tetrahydro-2H-pyrano[3,4-c]isoquinolin-1-yl)-N-methylisoindoline-2-carboxamide FC=1C=C2CN(CC2=CC1)C(=O)N(C)[C@H]1COCC=2NC(C=3C=C(C(=CC3C21)F)F)=O